OC(C(=O)O)CC=CCCCC=C 2-hydroxy-4,9-decadienoic acid